racemic-1-methyl-4-(4-azaspiro[2.4]heptan-6-yl)pyridin-2(1H)-one CN1C(C=C(C=C1)[C@@H]1CNC2(CC2)C1)=O |r|